C(C=C)(=O)N1[C@@H](C[C@@H](C1CC=C)C)C(=O)OC Methyl (2S,4S)-1-acryloyl-5-allyl-4-methylpyrrolidine-2-carboxylate